(R)-benzyl 5,5-dimethylthiazolidine-4-carboxylate CC1([C@H](NCS1)C(=O)OCC1=CC=CC=C1)C